2-amino-5-chlorobenzonitrile NC1=C(C#N)C=C(C=C1)Cl